3-methyl-2-butyl methacrylate C(C(=C)C)(=O)OC(C)C(C)C